CCCCCCCCCCCCCCCCCCCCCCCCC(C(=O)N[C@@H](COP(=O)([O-])O[C@H]1[C@@H]([C@H]([C@@H]([C@H]([C@H]1O)O[C@H]2[C@H]([C@H]([C@@H]([C@H](O2)COP(=O)([O-])OC3[C@@H]([C@H](C([C@H]([C@H]3O)O)O)O)O)O)O)O)O)O)O)[C@@H]([C@@H](CCCCCCCCCCCCCC)O)O)O The molecule is an inositol phosphomannosylinositol phosphophytoceramide(2-) having a 2-hydroxyhexacosanoyl group attached to the ceramide nitrogen. Major species at pH 7.3. It is a conjugate base of an Ins-1-P-6-Man-beta1-2-Ins-1-P-Cer(t18:0/2-OH-26:0).